1-(2,5-difluorophenyl)-4-(triisopropylsilyl)but-3-yn-1-amine FC1=C(C=C(C=C1)F)C(CC#C[Si](C(C)C)(C(C)C)C(C)C)N